4-chlorobenzyl (4-((4-fluoro-1,3-dimethyl-1H-pyrazole-5-carboxamido)meth-yl)phenyl)carbamate FC=1C(=NN(C1C(=O)NCC1=CC=C(C=C1)NC(OCC1=CC=C(C=C1)Cl)=O)C)C